COC(C1=NC(=CC(=C1)C#N)C1=CC=C(C=C1)F)=O 4-cyano-6-(4-fluorophenyl)picolinic acid methyl ester